NC1=CC(=NC(=N1)C=1C=CC2=C(C=CO2)C1)C(=O)NC1=CC=C(C=C1)C(F)(F)F 6-amino-2-(benzofuran-5-yl)-N-(4-(trifluoromethyl)phenyl)pyrimidine-4-carboxamide